(S)-8-(4-(4,4,5,5-tetramethyl-1,3,2-dioxaborolan-2-yl)phenyl)hexahydropyrazino[2,1-c][1,4]oxazin-4(3H)-one CC1(OB(OC1(C)C)C1=CC=C(C=C1)N1C[C@H]2COCC(N2CC1)=O)C